methyl 5-(tetrahydrofuran-2-yl)quinoline-2-carboxylate O1C(CCC1)C1=C2C=CC(=NC2=CC=C1)C(=O)OC